racemic-thienyl-propylamine S1C(=CC=C1)NCCC